2-chloro-4-(methylthio)thieno[2,3-d]pyrimidine-6-carbaldehyde ClC=1N=C(C2=C(N1)SC(=C2)C=O)SC